C(C)OC(=C)C1=C(N)C=C(C(=C1F)N1C[C@H](CC1)OC)F (S)-2-(1-ethoxyvinyl)-3,5-difluoro-4-(3-methoxypyrrolidin-1-yl)aniline